5-({[4-(benzyloxy)-3-methoxyphenyl]amino}methylidene)-2,2-dimethyl-1,3-dioxane-4,6-dione C(C1=CC=CC=C1)OC1=C(C=C(C=C1)NC=C1C(OC(OC1=O)(C)C)=O)OC